COCOC1=C(C=CC=C1)C=1N=NC2=CC=C(C=C2C1)C1=NOC(=C1)CC(=O)OC methyl 2-(3-{3-[2-(methoxymethoxy)phenyl]cinnolin-6-yl}-1,2-oxazol-5-yl)acetate